C(C=C)(=O)OC1=C(C=C(C=C1C(C)(C)C)C(C)(C)C)CC1=C(C(=CC(=C1)C(C)(C)C)C(C)(C)C)O 2-[1-(2-hydroxy-3,5-di-tert-butylphenyl)-methyl]-4,6-di-tert-butylphenyl acrylate